N-[7-benzyloxy-5-fluoro-6-(1,1,4-trioxo-1,2,5-thiadiazolidin-2-yl)-2-naphthyl]-2-[[(3R)-1-[1-(2,6-dibenzyloxy-3-pyridyl)-3-methyl-2-oxo-benzimidazol-4-yl]-3-piperidyl]oxy]acetamide C(C1=CC=CC=C1)OC1=C(C(=C2C=CC(=CC2=C1)NC(CO[C@H]1CN(CCC1)C1=CC=CC=2N(C(N(C21)C)=O)C=2C(=NC(=CC2)OCC2=CC=CC=C2)OCC2=CC=CC=C2)=O)F)N2S(NC(C2)=O)(=O)=O